BrCCO[C@@H]1CC[C@H](CC1)N1C(N(C(C1(C)C)=O)C1=CC(=C(C#N)C=C1)C(F)(F)F)=S 4-(3-((trans)-4-(2-bromoethoxy)cyclohexyl)-4,4-dimethyl-5-oxo-2-thioxoimidazolidin-1-yl)-2-(trifluoromethyl)benzonitrile